[Ra].[Pt] platinum-radium